CCCCCCCCCCCCCCCCC(=O)O[C@H](COC(=O)CCCCCCCCC/C=C\CCCCCCCC)COP(=O)(O)OC[C@H](CO)O 1-(11Z-eicosenoyl)-2-heptadecanoyl-glycero-3-phospho-(1'-sn-glycerol)